[Re](=O)(=O)([O-])[O-].[W+4].[Re](=O)(=O)([O-])[O-] Tungsten rhenate